O=C1N[C@H]2CC[C@@]1(C2)C(=O)OCC ethyl (1S,4S)-3-oxo-2-azabicyclo[2.2.1]heptane-4-carboxylate